1-benzyl-1-(2-((2,6-dimethylphenyl)amino)-2-oxoethyl)-3-(propoxycarbonyl)piperidin-1-ium bromide [Br-].C(C1=CC=CC=C1)[N+]1(CC(CCC1)C(=O)OCCC)CC(=O)NC1=C(C=CC=C1C)C